4-(Bis(t-Butoxycarbonyl)amino)-8-bromo-3-((t-butoxycarbonyl)(propyl)carbamoyl)isoquinoline C(C)(C)(C)OC(=O)N(C1=C(N=CC2=C(C=CC=C12)Br)C(N(CCC)C(=O)OC(C)(C)C)=O)C(=O)OC(C)(C)C